citric acid tris-(4-ethoxy-4-oxo-butan-2-yl) ester C(C)OC(CC(C)OC(CC(O)(C(=O)OC(C)CC(=O)OCC)CC(=O)OC(C)CC(=O)OCC)=O)=O